C(#N)C=1SC2=C(N1)C=CC(=C2)OCCNC(OC(C)(C)C)=O tert-butyl (2-((2-cyanobenzo[d]thiazol-6-yl)oxy)ethyl)carbamate